2-(isoquinolin-4-yl)pyrimidin C1=NC=C(C2=CC=CC=C12)C1=NC=CC=N1